ClC=1C(=CC(=NC1)NC1CCN(CC1)CC1=C(C=C(C=C1)N1C(NC(CC1)=O)=O)F)C=1N=C(SC1)NCC1(CCOCC1)C#N 4-(((4-(5-chloro-2-((1-(4-(2,4-dioxotetrahydropyrimidin-1(2H)-yl)-2-fluorobenzyl)piperidin-4-yl)amino)pyridin-4-yl)thiazol-2-yl)amino)methyl)tetrahydro-2H-pyran-4-carbonitrile